(2S)-2-amino-3-{[{[(carboxymeth-yl)(methyl)amino]-(methylamino)-methylidene}-amino]sulfanyl}-propanoic acid N[C@@H](C(=O)O)CSN=C(NC)N(C)CC(=O)O